16-(5-methyl-3,4-dihydro-2H-quinoxalin-1-yl)-8,11-dioxa-2,6,14,20,21-pentazatetracyclo[12.6.2.13,7.018,22]tricosa-1(20),3,5,7(23),16,18,21-heptaen-15-one CC1=C2NCCN(C2=CC=C1)C=1C(N2CCOCCOC=3N=CC=C(NC4=NC=C(C1)C2=N4)C3)=O